9-{(1Z)-3-[4-(trifluoromethyl)piperidin-1-yl]prop-1-en-1-yl}-3,4-dihydropyrido[2,1-c][1,2,4]thiadiazine 2,2-dioxide FC(C1CCN(CC1)C\C=C/C1=CC=CN2C1=NS(CC2)(=O)=O)(F)F